1-isopropyl-3-(2,3,5-trifluorophenyl)-5-methyl-pyrazole-4-ol C(C)(C)N1N=C(C(=C1C)O)C1=C(C(=CC(=C1)F)F)F